C(CCCC)OCOCOCCCCC pentyloxymethyl ether